CS(=O)(=O)C1=CC=C(CN2N=C(C=C2)C(=O)O)C=C1 1-(4-(methylsulfonyl)benzyl)-1H-pyrazole-3-carboxylic acid